NC1=C(C=C(C=N1)NC(C(=O)N1[C@H](CC[C@@H](C1)C)C1=CC(=C(C=C1)O)C)=O)C N-(6-amino-5-methyl-3-pyridyl)-2-[(2R,5S)-2-(4-hydroxy-3-methyl-phenyl)-5-methyl-1-piperidyl]-2-oxo-acetamide